(2S)-N-(5-(cyclopropylmethoxy)pyridin-2-yl)-2-(4,4-difluoro-3-(1H-pyrazol-3-yl)piperidin-1-yl)propanamide C1(CC1)COC=1C=CC(=NC1)NC([C@H](C)N1CC(C(CC1)(F)F)C1=NNC=C1)=O